leucine-methacrylamide C(C(=C)C)(=O)N.N[C@@H](CC(C)C)C(=O)O